(R)-N-(3-(3'-chloro-6-methoxy-5-((((5-oxopyrrolidin-2-yl)methyl)amino)methyl)-[2,4'-bipyridin]-2'-yl)-2-methylphenyl)-5-(((2-hydroxyethyl)amino)methyl)pyrazine-2-carboxamide ClC=1C(=NC=CC1C1=NC(=C(C=C1)CNC[C@@H]1NC(CC1)=O)OC)C=1C(=C(C=CC1)NC(=O)C1=NC=C(N=C1)CNCCO)C